6-(2-amino-5-(4-(4-cyclobutylpiperazin-1-yl)phenyl)-6-fluoropyridin-3-yl)-4-fluoroisoquinolin-1(2H)-one NC1=NC(=C(C=C1C=1C=C2C(=CNC(C2=CC1)=O)F)C1=CC=C(C=C1)N1CCN(CC1)C1CCC1)F